4-(2-bromoethoxy)-1-methanesulfonyl-2-methylbenzene BrCCOC1=CC(=C(C=C1)S(=O)(=O)C)C